C(C1=CC=CC=C1)C=1NC(=NN1)C(=O)NC1=NC=CC(=C1)C1=CC(=NC=C1OC)C 5-benzyl-N-(5'-methoxy-2'-methyl-[4,4'-bipyridine]-2-yl)-4H-1,2,4-triazole-3-carboxamide